[Si](C)(C)(C(C)(C)C)OCC1=C(C(NC(N1)=O)=O)C 6-{[(tert-butyldimethylsilyl)oxy]methyl}-5-methyl-1,3-dihydropyrimidine-2,4-dione